C(C)(C)(C)OC(=O)N1C[C@H](CC1)C(NC=1N=C2N(C=C(C=C2)C2=NOC(=N2)C)C1)=O (S)-3-((6-(5-methyl-1,2,4-oxadiazol-3-yl)imidazo[1,2-a]pyridin-2-yl)carbamoyl)pyrrolidine-1-carboxylic acid tert-butyl ester